ClC=1C(=C(C(=CC1N1CC(CC1)C1(N(CCC1)C)C)F)S(=O)(=O)NC1=NC(=CC=C1)F)F 3-chloro-4-(1,2-dimethyl-[2,3'-bipyrrolidin]-1'-yl)-2,6-difluoro-N-(6-fluoropyridin-2-yl)benzenesulfonamide